2,5-dichloro-3-(5-(4-hydroxy-3-nitro-5-(phosphonooxy)phenyl)-1,2,4-oxadiazol-3-yl)-4,6-dimethylpyridine 1-oxide ClC1=[N+](C(=C(C(=C1C1=NOC(=N1)C1=CC(=C(C(=C1)OP(=O)(O)O)O)[N+](=O)[O-])C)Cl)C)[O-]